NC1=NC=2C=C(C=CC2C2=C1COC2)CN(C(=O)C=2C=NC(=NC2)C2CC2)C2=C(C=C(C=C2)F)C#N N-({4-amino-1H,3H-furo[3,4-c]quinolin-7-yl}methyl)-N-(2-cyano-4-fluorophenyl)-2-cyclopropylpyrimidine-5-carboxamide